BrC=1C=C(C=CC1)C1C(=C2C(C(C1)C2)(C)C)C (6R,8R)-3-(3-bromophenyl)-pinene